CC=1C=C(C=C(C1N1CCN(CC1)C)C)NC=1C(=NC2=CC=CC=C2C1)C(=O)N 3-((3,5-dimethyl-4-(4-methylpiperazin-1-yl)phenyl)amino)quinoline-2-carboxamide